6-bromo-2-(1H-pyrazol-4-yl)-6,7,8,9-tetrahydrothieno[2,3-c]quinolin-4(5H)-one BrC1CCCC=2C3=C(C(NC12)=O)SC(=C3)C=3C=NNC3